(2r,4s)-4-hydroxyproline O[C@H]1C[C@@H](NC1)C(=O)O